(E)-p-bromophenyl-3-buten-1-ol BrC1=CC=C(C=C1)C(CC=C)O